FC(OC=1C=C(C(=O)N[C@@H](C)C2=NC(=NN2C=2N=CC(=NC2)C(=O)OC)C2CC2)C=C(C1)OC(F)F)F methyl 5-(5-{(1S)-1-[3,5-bis(difluoromethoxy)benzamido]ethyl}-3-cyclopropyl-1H-1,2,4-triazol-1-yl)pyrazine-2-carboxylate